C(=O)(O)C(CC(=O)O)C1=CC=C(OCCCCOC2=CC=C(C=C2)C(C(=O)O)CC(=O)O)C=C1 2-[4-[4-[4-(1,2-dicarboxyethyl)phenoxy]butoxy]phenyl]butanedioic acid